6-(N'-Isopropylidene-hydrazino)-nicotinamide C(C)(C)=NNC1=NC=C(C(=O)N)C=C1